C(C)(CC)NCCO 2-secondary butylaminoethanol